N-(3-chloro-2-methylphenyl)-2-[(2S)-1-methylpyrrolidin-2-yl]-6-({[2-(trifluoromethyl)phenyl]carbonyl}amino)-1H-benzimidazole-4-carboxamide ClC=1C(=C(C=CC1)NC(=O)C1=CC(=CC=2NC(=NC21)[C@H]2N(CCC2)C)NC(=O)C2=C(C=CC=C2)C(F)(F)F)C